C(C)C1=CC=C(CN2C(C3=C(C=4C=CC=NC24)CCN(C3)CC3=CC(=CC=C3)F)=O)C=C1 6-(4-ethylbenzyl)-3-(3-fluorobenzyl)-2,3,4,6-tetrahydropyrido[3,4-c][1,8]naphthyridine-5(1H)-one